1-methyl-7-(piperazin-1-yl)-4-(trifluoromethyl)-1H-pyrrolo[2,3-c]pyridine hydrochloride Cl.CN1C=CC=2C1=C(N=CC2C(F)(F)F)N2CCNCC2